(S)-N-(5-(2-(2-aminopyridin-3-yl)-5-(3-chloro-1H-pyrazol-1-yl)-3H-imidazo[4,5-b]pyridin-3-yl)-2,3-dihydro-1H-inden-1-yl)-4-(benzyloxy)-3-(1,3-dioxolan-2-yl)benzamide NC1=NC=CC=C1C1=NC=2C(=NC(=CC2)N2N=C(C=C2)Cl)N1C=1C=C2CC[C@@H](C2=CC1)NC(C1=CC(=C(C=C1)OCC1=CC=CC=C1)C1OCCO1)=O